COC(=O)C1=NC(=C(C=C1)S(=O)(=O)CC)C1=NC2=C(N=NC(=C2)C(F)(F)F)N1C 5-(Ethylsulfonyl)-6-[7-methyl-3-(trifluoromethyl)-7H-imidazo[4,5-c]pyridazin-6-yl]pyridine-2-carboxylic acid methyl ester